N-((2r,3s)-2-methylazetidin-3-yl)acetamide C[C@H]1NC[C@@H]1NC(C)=O